CC1(CC(C1)C=1C=C(N=NC1OC)C=1C(NC(NC1)=O)=O)C 5-[5-(3,3-Dimethylcyclobutyl)-6-methoxy-pyridazin-3-yl]-1H-pyrimidine-2,4-dione